4-(N-(2,4-Dimethoxybenzyl)sulfamoyl)piperidine-1-carboxylic acid tert-butyl ester C(C)(C)(C)OC(=O)N1CCC(CC1)S(NCC1=C(C=C(C=C1)OC)OC)(=O)=O